N,N'-Di-benzyl-1,2-ethylendiamin C(C1=CC=CC=C1)NCCNCC1=CC=CC=C1